(7R,14R)-11-(4-(azetidin-1-yl)but-1-yn-1-yl)-1-(difluoromethoxy)-6-(methyl-d3)-6,7-dihydro-7,14-methanobenzo[f]benzo[4,5]imidazo[1,2-a][1,4]diazocin-5(14H)-one N1(CCC1)CCC#CC1=CC2=C(N=C3N2[C@H]2C4=C(C(N([C@@H]3C2)C([2H])([2H])[2H])=O)C=CC=C4OC(F)F)C=C1